ClC=1C=C(C=C2C=C(N=CC12)NC(C[C@H]1N(CCOC1)C(=O)OC(C)(C)C)=O)C=1C=NC=CC1C |r| (±)-tert-butyl 3-[2-[[8-chloro-6-(4-methyl-3-pyridyl)-3-isoquinolyl]amino]-2-oxo-ethyl]morpholine-4-carboxylate